C(C)N1C=2C3=CN=C(C(O[C@@H](C4=CC(=CC=C4C4=NSC=C4CC2N=N1)F)C)=C3)N (19R)-3-ethyl-16-fluoro-19-methyl-20-oxa-10-thia-3,4,5,11,23-pentaazapentacyclo[19.3.1.02,6.08,12.013,18]pentacosa-1(24),2(6),4,8,11,13,15,17,21(25),22-decaen-22-amine